(S)-1-(2-chloro-3-fluorobenzoyl)-7'-(3,5-difluorophenyl)dihydro-1'H,3'H,5'H-spiro[piperidine-4,2'-pyrazolo[1,2-a]pyrazol]-1'-one ClC1=C(C(=O)N2CCC3(CN4N([C@@H](CC4)C4=CC(=CC(=C4)F)F)C3=O)CC2)C=CC=C1F